1,4-cycloheptadiene C1=CCC=CCC1